C(C)(=O)N1[C@@H](CN(CC1)C(C=C)=O)C1=CC(=NC(=C1)Cl)C=1C=CC(=C(C(=O)NC)C1)F (R)-5-(4-(1-acetyl-4-acryloylpiperazin-2-yl)-6-chloropyridin-2-yl)-2-fluoro-N-methylbenzamide